21-((9H-fluoren-9-yl)methyl) 1-(2,3,5,6-tetrafluorophenyl) (S)-18-((((9H-fluoren-9-yl)methoxy)carbonyl)amino)-17-oxo-4,7,10,13-tetraoxa-16-azahenicosanedioate C1=CC=CC=2C3=CC=CC=C3C(C12)COC(=O)N[C@H](C(NCCOCCOCCOCCOCCC(=O)OC1=C(C(=CC(=C1F)F)F)F)=O)CCC(=O)OCC1C2=CC=CC=C2C=2C=CC=CC12